(S)-2-(4-(6-((4-cyano-2-fluorobenzyl)oxy)-5-fluoropyridin-2-yl)-3-fluorobenzyl)-1-(4,4-dimethyltetrahydrofuran-3-yl)-1H-benzo[d]imidazole-6-carboxylic acid C(#N)C1=CC(=C(COC2=C(C=CC(=N2)C2=C(C=C(CC3=NC4=C(N3[C@@H]3COCC3(C)C)C=C(C=C4)C(=O)O)C=C2)F)F)C=C1)F